FC=1C=C(C=CC1OC1=CC=NC2=CC(=C(C=C12)OC)OCCCN1CCOCC1)NC(=O)C1=NC=2N(C(=C1)C1=CC=C(C=C1)F)N=CC2 N-{3-fluoro-4-[6-methoxy-7-(3-morpholinopropoxy)quinolin-4-oxy]phenyl}-7-(4-fluorophenyl)pyrazolo[1,5-a]pyrimidine-5-carboxamide